4-(1-(4-aminophenyl)-1H-1,2,3-triazol-4-yl)phenyl sulfurofluoridate S(OC1=CC=C(C=C1)C=1N=NN(C1)C1=CC=C(C=C1)N)(=O)(=O)F